N-(3-fluorobenzyl)-N,2,2-trimethylbutanamide FC=1C=C(CN(C(C(CC)(C)C)=O)C)C=CC1